C(C)(SC1CN2CCC1CC2)=O S-(quinuclidin-3-yl) ethanethioate